2-(2,6-dichlorobenzyloxy)ethanol Boron (citrate) C(CC(O)(C(=O)[O-])CC(=O)[O-])(=O)[O-].[B+3].ClC1=C(COCCO)C(=CC=C1)Cl